C(C)(C)(C)OC(N[C@H]1C[C@@H](CC1)N)=O ((1R,3R)-3-aminocyclopentyl)carbamic acid tert-butyl ester